S1C(=CC2=C1C=CC=C2)C2=NC1=CC=CC=C1C(=C2)C(F)(F)F 2-(benzothiophene-2-yl)-4-(trifluoromethyl)quinoline